CN1C(C2=CC=C(C=C2C(C1=O)(C[Se]C#N)C)C)=O 2,4,6-trimethyl-4-(selenocyanatomethyl)isoquinoline-1,3(2H,4H)-dione